(trans)-2-[[2-[(1-hydroxy-7-methyl-3H-2,1-benzoxaborole-5-yl)amino]-5-methyl-pyrimidin-4-yl]amino]cyclopentanecarbonitrile OB1OCC2=C1C(=CC(=C2)NC2=NC=C(C(=N2)N[C@H]2[C@@H](CCC2)C#N)C)C